COC(C1=CC=C(C=C1)C#CC(COC(F)F)(C)C)=O 4-[4-(difluoromethoxy)-3,3-dimethyl-but-1-ynyl]benzoic acid methyl ester